2-chloro-5-{[(cyclopentylcarbonyl)amino]methyl}-N-{1-[3-(difluoromethoxy)phenyl]-1H-indazol-4-yl}benzamide ClC1=C(C(=O)NC2=C3C=NN(C3=CC=C2)C2=CC(=CC=C2)OC(F)F)C=C(C=C1)CNC(=O)C1CCCC1